2-amino-1-(3-methylthiomethoxy-4-methoxyphenyl)ethanol NCC(O)C1=CC(=C(C=C1)OC)OCSC